2-Amino-6-(2-(2,6-dioxopiperidin-3-yl)-4-methyl-1-oxoisoindolin-5-yl)-4-methylnicotinonitril NC1=C(C#N)C(=CC(=N1)C=1C(=C2CN(C(C2=CC1)=O)C1C(NC(CC1)=O)=O)C)C